((dec-9-enyloxy)methyl)benzene C(CCCCCCCC=C)OCC1=CC=CC=C1